(9Z,12Z)-3-((4,4-bis(octyloxy)butanoyl)oxy)-2-(((3-(dimethylamino)propanoyl)oxy)methyl)propyloctadeca-9,12-dienoate C(CCCCCCC)OC(CCC(=O)OCC(COC(CCCCCCC\C=C/C\C=C/CCCCC)=O)COC(CCN(C)C)=O)OCCCCCCCC